diazacyclooctene-8-carboxamide N1=NCCCCCC1C(=O)N